(4-benzoylpiperazin-1-yl)(1,1-dioxidobenzo[b]thiophen-3-yl)methanone C(C1=CC=CC=C1)(=O)N1CCN(CC1)C(=O)C=1C2=C(S(C1)(=O)=O)C=CC=C2